2-cyclohexyl-2-(3,3-diethylpentyl)-1,3-diethoxypropane C1(CCCCC1)C(COCC)(COCC)CCC(CC)(CC)CC